O=C1NCC(N1)C(=O)O oxoimidazolidine-4-carboxylic acid